[4-(5-tert-butyl-1,2,4-oxadiazol-3-yl)phenyl]-[6-(5-methoxypyrazol-1-yl)-2-azaspiro[3.3]heptan-2-yl]methanone C(C)(C)(C)C1=NC(=NO1)C1=CC=C(C=C1)C(=O)N1CC2(C1)CC(C2)N2N=CC=C2OC